2-chloro-6-((2S,5R)-4-((5-fluoro-6-(trifluoromethyl)pyridin-2-yl)(4-fluorophenyl)methyl)-2,5-dimethylpiperazin-1-yl)-8-methyl-9-(((S)-tetrahydrofuran-2-yl)methyl)-9H-purine ClC1=NC(=C2N=C(N(C2=N1)C[C@H]1OCCC1)C)N1[C@H](CN([C@@H](C1)C)C(C1=CC=C(C=C1)F)C1=NC(=C(C=C1)F)C(F)(F)F)C